CN(C)C[C@@H]1[C@H]([C@]2([C@](C=3C(=NC=CC3O2)OC)([C@@H]1O)O)C1=CC=C(C#N)C=C1)C1=CC=CC=C1 |r| Rac-4-((5aR,6S,7S,8R,8aS)-7-((dimethylamino)methyl)-8,8a-dihydroxy-1-methoxy-6-phenyl-6,7,8,8a-tetrahydro-5aH-cyclopenta[4,5]furo[3,2-c]pyridin-5a-yl)benzonitrile